C[C@H]1OCCN(C1)C1=CC=CC(=N1)NC(C1=C(C=C(C=C1)NS(=O)(=O)C)N1CCC2(CC2)CC1)=O (R)-N-(6-(2-Methylmorpholino)pyridin-2-yl)-4-(methylsulfonamido)-2-(6-azaspiro[2.5]octan-6-yl)benzamide